C(C1=CC=CC=C1)OCC1COCCC(N1)=O 3-((benzyloxy)methyl)-1,4-oxazepan-5-one